tert-butyl ((8-((3-((1s,3s)-1-(4-ethyl-4H-1,2,4-triazol-3-yl)-3-methylcyclobutyl)phenyl)carbamoyl)imidazo[1,2-a]pyridin-6-yl)methyl)(1-methylcyclopropyl)carbamate C(C)N1C(=NN=C1)C1(CC(C1)C)C=1C=C(C=CC1)NC(=O)C=1C=2N(C=C(C1)CN(C(OC(C)(C)C)=O)C1(CC1)C)C=CN2